COC=1C=CC=C2C(=CN(C(C12)=O)COCC[Si](C)(C)C)C 8-methoxy-4-methyl-2-(2-trimethylsilylethoxymethyl)isoquinolin-1-one